2-[4,6-Diamino-1-(2,2-dimethyl-propyl)-1H-pyrazolo[3,4-d]pyrimidin-3-yl]-1H-pyrrolo[2,3-b]pyridin-5-ol NC1=C2C(=NC(=N1)N)N(N=C2C2=CC=1C(=NC=C(C1)O)N2)CC(C)(C)C